O=C1NC=C(C(N1)=O)C=1C=C(C=2N(N1)C(=CN2)F)[C@@H]2[C@@H](C2)C2=CC=C(C(=O)O)C=C2 |&1:19| racemic-4-((2S,2S)-2-(6-(2,4-dioxo-1,2,3,4-tetrahydropyrimidin-5-yl)-3-fluoroimidazo[1,2-b]pyridazin-8-yl)cyclopropyl)benzoic acid